FC(C=1N=C(NC1)C12C3C4C5(C(C14)C2C53)C(=O)OC)(F)F methyl (2R,3R,4S,5S)-4-(4-(trifluoromethyl)-1H-imidazol-2-yl)cubane-1-carboxylate